C(#N)CC(=O)C1=C(OC[C@@H]2CN(CCO2)C(=O)OC(C)(C)C)C=CC=C1OC Tert-butyl (2S)-2-[2-(2-cyanoacetyl)-3-methoxyphenoxymethyl]morpholine-4-carboxylate